2-[[6-[(5-chloro-2-fluoro-pyrimidin-4-yl)amino]-1-methyl-2-oxo-3-quinolyl]oxy]-N,N-dimethyl-acetamide ClC=1C(=NC(=NC1)F)NC=1C=C2C=C(C(N(C2=CC1)C)=O)OCC(=O)N(C)C